cis-2-[8-dimethylamino-3-[4-methyl-6-(trifluoromethyl)-pyridin-3-yl]-2-oxo-8-phenyl-1,3-diazaspiro[4.5]decan-1-yl]-N,N-dimethyl-acetamide CN(C1(CCC2(CN(C(N2CC(=O)N(C)C)=O)C=2C=NC(=CC2C)C(F)(F)F)CC1)C1=CC=CC=C1)C